1-(3-((3-(4-fluoro-2-methylbenzyl)-4-methyl-2-oxo-2H-chromen-7-yl)oxy)-2-hydroxypropyl)piperidine-4-carboxamide FC1=CC(=C(CC=2C(OC3=CC(=CC=C3C2C)OCC(CN2CCC(CC2)C(=O)N)O)=O)C=C1)C